N1-(5-fluoro-2-methylphenyl)-N2-((S)-4-methyl-1-oxo-1-(((S)-3-oxo-1-((S)-2-oxopyrrolidin-3-yl)-4-(2,3,5,6-tetrafluorophenoxy)butan-2-yl)amino)pentan-2-yl)oxalamide FC=1C=CC(=C(C1)NC(C(=O)N[C@H](C(N[C@@H](C[C@H]1C(NCC1)=O)C(COC1=C(C(=CC(=C1F)F)F)F)=O)=O)CC(C)C)=O)C